(E)-6-(4-(6-(3,5-bis(trifluoromethyl)benzylidene)-5-oxo-5,6,7,8-tetrahydro-naphthalene-2-carbonyl)piperazin-1-yl)-N-hydroxy-6-oxo-hexanamide FC(C=1C=C(\C=C/2\C(C=3C=CC(=CC3CC2)C(=O)N2CCN(CC2)C(CCCCC(=O)NO)=O)=O)C=C(C1)C(F)(F)F)(F)F